N-(3-aminopropyl)-N-dodecylpropan-1,3-diamine NCCCN(CCCN)CCCCCCCCCCCC